C(C)[C@H]1NC[C@@H](N(C1)C=1C=2C(N(C(C1)=O)C)=CN(N2)C2OCCCC2)[C@@H](C)O 7-((2R,5R)-5-ethyl-2-((R)-1-hydroxyethyl)piperazin-1-yl)-4-methyl-2-(tetrahydro-2H-pyran-2-yl)-2,4-dihydro-5H-pyrazolo[4,3-b]pyridin-5-one